COC(=O)C1=CC=C(C=C1)C1NCCC(C1)C1=CSC(=C1)C 2-(4-(methoxycarbonyl)phenyl)-4-(5-methylthiophen-3-yl)piperidine